C1(CCCC1)C1=CC(=C(C(=C1)F)NC(=O)C1=C(C=CC(=C1)[N+](=O)[O-])SC1=NN=CN1CCCN(C(OC(C)(C)C)=O)C)F tert-butyl N-{3-[3-({2-[(4-cyclopentyl-2,6-difluorophenyl)carbamoyl]-4-nitrophenyl}sulfanyl)-4H-1,2,4-triazol-4-yl]propyl}-N-methylcarbamate